CC1=CC(=NC(=C1[N+](=O)[O-])NC1=CC=NC=C1)N1CCN(CC1)C(=O)OC(C)(C)C tert-butyl 4-[4-methyl-5-nitro-6-(4-pyridylamino)-2-pyridyl]piperazine-1-carboxylate